COC=1C=C(C=CC1OC)C=1C(=NN2C1N=C(C=C2NCC2=CC=C(C=C2)C)C)C 3-(3,4-dimethoxyphenyl)-2,5-dimethyl-N-(p-tolylmethyl)pyrazolo[1,5-a]pyrimidin-7-amine